OC=1C=2C=CC(=NC2C=2N(C1C(=O)OC)N=CN2)C2=CC=CC=C2 methyl 6-hydroxy-9-phenyl-[1,2,4]triazolo[1,5-h][1,7]naphthyridine-5-carboxylate